[Te].[Pd].[Ag].BrC=1C=C(C=C(C1)Br)C(C)(C)C 3,5-dibromo-tert-butyl-benzene silver-palladium-tellurium